methyl 2-(3,5-dichloro-4-((5-(2-fluoropropane-2-yl)-6-oxo-1,6-dihydropyridazin-3-yl) oxy) phenyl)-3,5-dioxo-2,3,4,5-tetrahydro-1,2,4-triazine-6-carboxylate ClC=1C=C(C=C(C1OC1=NNC(C(=C1)C(C)(C)F)=O)Cl)N1N=C(C(NC1=O)=O)C(=O)OC